C(#C)C1CCN(CCO1)C(C1=CC(=C(C=C1)[N+](=O)[O-])OC)=O 7-ethynyl-4-(3-methoxy-4-nitrobenzoyl)-1,4-oxazepane